2-methoxy-N-phenylaniline COC1=C(NC2=CC=CC=C2)C=CC=C1